3-(tert-butyl)-9-[2-carboxy(3,6-methano-4-cyclohexenyl)]carbonyloxyanthracene C(C)(C)(C)C=1C=CC2=C(C3=CC=CC=C3C=C2C1)OC(=O)C1C(C2C=CC1C2)C(=O)O